2-(2-chlorophenyl)-N-(1-methoxy-5-(S-methylsulfonyl)isoquinolin-7-yl)acetamide potassium (3,5-dichlorophenyl)trifluoroborate ClC=1C=C(C=C(C1)Cl)[B-](F)(F)F.[K+].ClC1=C(C=CC=C1)CC(=O)NC1=CC(=C2C=CN=C(C2=C1)OC)S(=O)(=O)C